((4-((1r,3r)-3-((4-bromopyridin-2-yl) oxy) cyclobutyl) piperidin-1-yl) methyl) piperidine-1-carboxylate N1(CCCCC1)C(=O)OCN1CCC(CC1)C1CC(C1)OC1=NC=CC(=C1)Br